BrC=1C=CC2=C(N(C(S2)=O)C)C1Cl 5-bromo-4-chloro-3-methyl-2,3-dihydro-1,3-benzothiazol-2-one